FC1(CCC(CC1)(C(=O)N(C([2H])([2H])[2H])[C@@H](C(NC1=CC=C2C(=N1)C=CN2)=O)CO)C2=CC=C(C=C2)OC)F 4,4-Difluoro-N-[(2R)-3-hydroxy-1-oxo-1-(1H-pyrrolo[3,2-b]pyridin-5-ylamino)propan-2-yl]-1-(4-methoxyphenyl)-N-(2H3)methylcyclohexanecarboxamide